N1(CCCC1)CCOC(=O)NNC(=O)[C@@]12CN(C[C@]2(C1)C(F)(F)F)C1=C2C=CC=NC2=C(C=C1)C#N 2-(pyrrolidin-1-yl)ethyl-2-((1S,5R)-3-(8-cyanoquinolin-5-yl)-5-(trifluoromethyl)-3-azabicyclo[3.1.0]hexane-1-carbonyl)hydrazine-1-carboxylate